BrC=1C=C(C=C2C=CC=3OC=CC3C12)O 9-bromonaphtho[2,1-b]furan-7-ol